N-(2-acetamido-4-aminophenyl)-N-(2-(dimethylamino)ethyl)acetamide C(C)(=O)NC1=C(C=CC(=C1)N)N(C(C)=O)CCN(C)C